[2H]C1=C(C(=C(C(=C1[2H])[2H])[2H])[2H])C1=C(C(=CC=C1)C1=C(C(=C(C(=C1[2H])[2H])[2H])[2H])[2H])NC=1C(=CC=CC1)N N2-[2,6-bis(2,3,4,5,6-pentadeuteriophenyl)phenyl]benzene-1,2-diamine